CCCCCCCCC=CCC Dodec-9-ene